5-(3-hydroxyphenyl)tetrazole OC=1C=C(C=CC1)C1=NN=NN1